C(#N)C(C(=O)N(CC)CC)=C(O)C1=CC(=C(C(=C1)[N+](=O)[O-])OC)OC 2-cyano-3-(3,4-dimethoxy-5-nitrophenyl)-N,N-diethyl-3-hydroxyacrylamide